(S)-N-(5-(4-aminopyrrolo[2,1-f][1,2,4]triazin-7-yl)-2-methoxypyridin-3-yl)-3-phenylisoxazolidine-2-carboxamide NC1=NC=NN2C1=CC=C2C=2C=C(C(=NC2)OC)NC(=O)N2OCC[C@H]2C2=CC=CC=C2